2-[(2S,4R)-4-hydroxy-1-[2-(3-methoxy-1,2-oxazol-5-yl)-3-methylbutyryl]pyrrolidin-2-yl]-N-methyl-N-[(1-pyridin-4-ylpiperidin-4-yl)methyl]-1H-imidazole-4-carboxamide O[C@@H]1C[C@H](N(C1)C(C(C(C)C)C1=CC(=NO1)OC)=O)C=1NC=C(N1)C(=O)N(CC1CCN(CC1)C1=CC=NC=C1)C